2-amino-6-(4-fluorophenyl)-5-(4-methylquinazolin-6-yl)pyrimidine-4-carbonitrile NC1=NC(=C(C(=N1)C#N)C=1C=C2C(=NC=NC2=CC1)C)C1=CC=C(C=C1)F